ClC1=NC=C(C(=C1)N[C@H](CCO)C)C#CC1=NN(C=C1)C (S)-3-((2-chloro-5-((1-methyl-1H-pyrazol-3-yl)ethynyl)pyridin-4-yl)amino)butan-1-ol